CN1C(C(C(C2=NC(=CC=C12)C)=O)C#N)=O 1,6-dimethyl-2,4-dioxo-1,2,3,4-tetrahydro-1,5-naphthyridine-3-carbonitrile